Cl.C1(CCC1)CN1[C@H]2[C@@]3(CC[C@@H]([C@H]4[C@@]3(C=3C(=C(C=CC3C2)O)O4)CC1)O)O (5a,6a)-17-(cyclobutylmethyl)-4,5-epoxy-morphinan-3,6,14-triol hydrochloride